C1(=CC=CC=C1)[C@H]1N(CC[C@H](C1)N(C(C(F)(F)F)=O)C1(CC1)C)C(=O)OC(C)(C)C tert-butyl (2S,4R)-2-phenyl-4-(2,2,2-trifluoro-N-(1-methylcyclopropyl)acetamido)piperidine-1-carboxylate